4-[4-(cyclopropanecarbonylamino)-2-pyrrolidin-1-ylbenzoyl]-N,N-dimethyl-3-phenylpiperazine-1-carboxamide C1(CC1)C(=O)NC1=CC(=C(C(=O)N2C(CN(CC2)C(=O)N(C)C)C2=CC=CC=C2)C=C1)N1CCCC1